COC(=O)C1(CC12CCNCC2)C2=NC(=NC=C2F)Cl (2-chloro-5-fluoropyrimidin-4-yl)-6-azaspiro[2.5]octane-1-carboxylic acid methyl ester